(s)-2-(2-(6-oxaspiro[2.5]octan-1-yl)-2H-pyrazolo[3,4-b]pyrazin-6-yl)-3-methyl-5-(trifluoromethyl)phenol [C@@H]1(CC12CCOCC2)N2N=C1N=C(C=NC1=C2)C2=C(C=C(C=C2C)C(F)(F)F)O